FC=1C(=CC2=C(C(N3[C@@H](CO2)C[C@@H](C3)O)=O)C1C1=C(C=CC=C1)F)C (2S,11aR)-7-Fluoro-6-(2-fluorophenyl)-2-hydroxy-8-methyl-2,3,11,11a-tetrahydro-1H,5H-benzo[f]pyrrolo[2,1-c][1,4]oxazepin-5-one